C(C1=CC=CC=C1)NC(=O)C12NCC3C(C1N(CC2C3)CC(C)C)CC(C)C N-benzyl-1,7-diisobutyloctahydro-3aH-3,6-methanopyrrolo[3,2-b]pyridine-3a-carboxamide